CC(CO)(C)[N+](=O)[O-] 2-methyl-2-nitro-1-propanol